C(C1=CC=CC=C1)OC(=C(C(=O)O)CCCCCC)CCCCCCCCCCCCC (benzyloxy)-2-hexyl-hexadeca-2-enoic acid